6β-benzyl(methyl)amino-14β-hydroxymorphinan C(C1=CC=CC=C1)[C@H]1C[C@]23C=4C=CC=C(C4C[C@H]([C@@]2(CC1)O)NCC3)NC